(S)-N-(6-((S)-1-cyanospiro[2.2]pentan-1-yl)isoquinolin-3-yl)-2,2-dimethyltetrahydro-2H-pyran-4-carboxamide C(#N)[C@]1(CC12CC2)C=2C=C1C=C(N=CC1=CC2)NC(=O)[C@@H]2CC(OCC2)(C)C